C(C)(C)N1C=CC(C2=CC=CC=C12)=O 1-isopropylquinolin-4(1H)-one